3-(2-chloro-5-nitrophenoxy)tetrahydrofuran ClC1=C(OC2COCC2)C=C(C=C1)[N+](=O)[O-]